BrC1=CN=C(C=2N=NC(=CC21)NC(=O)C2CC2)NC N-[5-bromo-8-(methylamino)pyrido[3,4-c]pyridazin-3-yl]cyclopropanecarboxamide